(S)-1-(2-((tert-Butoxycarbonyl)amino)propyl)-2-fluoro-1H-pyrrole-3-carboxylic acid methyl ester COC(=O)C1=C(N(C=C1)C[C@H](C)NC(=O)OC(C)(C)C)F